2-(7-((2S,5R)-2,5-diethyl-4-(1-(pyrazolo[1,5-a]pyrimidin-5-yl)ethyl)piperazin-1-yl)-4-methyl-5-oxo-4,5-dihydropyrazolo[1,5-a]pyrimidin-2-yl)acetonitrile C(C)[C@@H]1N(C[C@H](N(C1)C(C)C1=NC=2N(C=C1)N=CC2)CC)C2=CC(N(C=1N2N=C(C1)CC#N)C)=O